N-(6-(4-(3-(4-chloro-3-(trifluoromethyl)phenyl)ureido)phenoxy)pyrimidine-4-yl)cyclopropanecarboxamide ClC1=C(C=C(C=C1)NC(NC1=CC=C(OC2=CC(=NC=N2)NC(=O)C2CC2)C=C1)=O)C(F)(F)F